N1=CN=C(C2=C1NC=C2)C2=CN(C=C2)C2(CN(C2)C(CC2CC2)=O)CC#N 2-(3-(3-(7H-pyrrolo[2,3-d]pyrimidin-4-yl)-1H-pyrrol-1-yl)-1-(2-cyclopropylacetyl)azetidin-3-yl)acetonitrile